2-(3,3-dimethylbenzazetidin-1-yl)ethylamine CC1(C=CC=C2C1CN2CCN)C